C(CCCCCCCC)C1=C(C=CC=C1)OC(NC1=CC=CC=C1)=O N-phenyl-carbamic acid (nonylphenyl) ester